ClC=1N=NC(=CC1C(C=1N=NC(=CC1)OC)Cl)Cl 3,6-dichloro-4-[chloro(6-methoxypyridazin-3-yl)methyl]pyridazine